8-chloro-5-methoxy-1-{1-[(3S)-tetrahydrofuran-3-yl]piperidin-4-yl}-5,6-dihydro-4H-[1,2,4]triazolo[4,3-a][1]benzazepine ClC=1C=CC2=C(CC(CC=3N2C(=NN3)C3CCN(CC3)[C@@H]3COCC3)OC)C1